C(C)(C)N1C=NC(=C1)C(=O)N1C[C@H]2C([C@H]2C1)C1=NOC(C1OC)(C)C (1-isopropyl-1H-imidazol-4-yl)[(1R,5S,6r)-6-(4-methoxy-5,5-dimethyl-4,5-dihydro-1,2-oxazol-3-yl)-3-azabicyclo[3.1.0]Hex-3-yl]Ketone